N1C=CC2=C(C=CC=C12)C=1C(NC=C(C1)NC1=C(C=CC=C1)C)=O 3-(1H-indol-4-yl)-5-(o-tolylamino)pyridin-2(1H)-one